1-fluoro-4-methyl-1,4-diazoniabicyclo[2.2.2]octane bis(tetrafluoroborate) F[B-](F)(F)F.F[B-](F)(F)F.F[N+]12CC[N+](CC1)(CC2)C